N-(p-methylphenyl)-maleimide CC1=CC=C(C=C1)N1C(C=CC1=O)=O